fluorine antimonic acid [Sb](O)(O)(O)=O.[F]